N1(CCCC1)C1=CC=C(C(=O)NC2CCC(CC2)NC2=CC(=NC(=C2)C(F)(F)F)C(F)(F)F)C=C1 4-(pyrrolidin-1-yl)-N-[(1s,4s)-4-{[2,6-bis(trifluoromethyl)pyridin-4-yl]amino}cyclohexyl]benzamide